6-[3-(1-Adamantyl)-4-methoxyphenyl]-2-naphthalenecarboxylic acid C12(CC3CC(CC(C1)C3)C2)C=2C=C(C=CC2OC)C=2C=C3C=CC(=CC3=CC2)C(=O)O